FC=1C(=NC(=NC1)NC=1C(=NN(C1)C(C)C)OC)OCC1CCC(CC1)NC(C)=O N-((1R,4R)-4-(((5-fluoro-2-((1-isopropyl-3-methoxy-1H-pyrazol-4-yl)amino)pyrimidin-4-yl)oxy)methyl)cyclohexyl)acetamide